OC1(CC2C(CN(C2)C(=O)NC2=C(C=CC(=C2)C)OC)C1)C1=C(C=CC=C1)C 5-hydroxy-N-(2-methoxy-5-methylphenyl)-5-(2-methylphenyl)-octahydrocyclopenta[c]pyrrole-2-carboxamide